C(C)(C)(C)OC(=O)N1[C@@H](CN(CC1)C1=C(C(=NC2=C(C(=C(C=C12)Cl)Br)F)Cl)C#N)C (R)-4-(7-bromo-2,6-dichloro-3-cyano-8-fluoroquinolin-4-yl)-2-methylpiperazine-1-carboxylic acid tert-butyl ester